C(C)(C)(C)OC(=O)N1C[C@@H](N(CC1)C=1C2=C(N=CN1)N=C(C(=C2)Cl)Cl)C.C(C)(C)C=2C=CC(=NC2)N2CC=CC=C2 1-(5-isopropylpyridin-2-yl)pyridine tert-butyl-(S)-4-(6,7-dichloropyrido[2,3-d]pyrimidin-4-yl)-3-methylpiperazine-1-carboxylate